C(C)[C@H]1N(C[C@@H](N(C1)C=1C=2C(N(C(C1)=O)C)=CN(N2)C2OCCCC2)C)C(C)C=2C=C1N=CC=NC1=CC2 7-((2s,5r)-5-ethyl-2-methyl-4-(1-(quinoxalin-6-yl)ethyl)piperazin-1-yl)-4-methyl-2-(tetrahydro-2H-pyran-2-yl)-2,4-dihydro-5H-pyrazolo[4,3-b]pyridin-5-one